5-(trifluoromethyl)-3-(5-((trifluoromethyl)sulfonyl)-4,5,6,7-tetrahydrothieno[3,2-c]pyridin-2-yl)-1,2,4-oxadiazole FC(C1=NC(=NO1)C1=CC=2CN(CCC2S1)S(=O)(=O)C(F)(F)F)(F)F